1,3-dimethyl-5,5-dimethyl-hydantoin CN1C(=O)N(C(=O)C1(C)C)C